CC1(C(NC(CC1)=O)=O)C1=CC=C(C=C1)N1CCNCC1 3-methyl-3-(4-piperazin-1-ylphenyl)piperidine-2,6-dione